FC(CN1N=NC2=C1C=C(C=C2)C=2C(=CN1N=C(N=C(C12)OC)N[C@H]1[C@H](CN(CC1)CCOC)F)F)F 5-(1-(2,2-difluoroethyl)-1H-benzo[d][1,2,3]triazol-6-yl)-6-fluoro-N-((3S,4R)-3-fluoro-1-(2-methoxyethyl)piperidin-4-yl)-4-methoxypyrrolo[2,1-f][1,2,4]triazin-2-amine